C(C)OC(=O)C1=C(C=CC=C1)B(O)O 2-(ethoxycarbonyl)-phenylboronic acid